O1C(=CC=2C1=CN=CC2)C(=O)NCC2CC1(C2)CCN(CC1)C(=O)OC(C)(C)C tert-butyl 2-[(furo[2,3-c]pyridine-2-carbonylamino)methyl]-7-azaspiro[3.5]nonane-7-carboxylate